Thionocarbonat C([O-])([O-])=S